ethyl-N-(oxan-4-yl)(methylsulfanyl)methanimidamide C(C)N(C(=N)SC)C1CCOCC1